BrC1=CC=C(C2=C1OCO2)C(=O)OCC ethyl 7-bromobenzo[d][1,3]dioxolane-4-carboxylate